C(C(O)C1=CC=CC=C1)(=O)[O-].[Zn+2].C(C(O)C1=CC=CC=C1)(=O)[O-] zinc mandelate